4-(methacryloyloxy)styrene C(C(=C)C)(=O)OC1=CC=C(C=C)C=C1